ClC1=CC=C(S1)CN1CCC2=CC(=CC=C12)NC(N(C(C)C)C(C)C)=O 3-[1-(5-Chlorothiophen-2-ylmethyl)-2,3-dihydro-1H-indol-5-yl]-1,1-diisopropylurea